CN1N=NC(=C1NC(O[C@H](C)C=1C(=NC=C(C1)F)F)=O)C1=NC=C(C=C1)NC(=O)C=1C=C2C(=NC1)C=NN2C (R)-1-(2,5-difluoropyridin-3-yl)ethyl (1-methyl-4-(5-(1-methyl-1H-pyrazolo[4,3-b]pyridine-6-carboxamido) pyridin-2-yl)-1H-1,2,3-triazol-5-yl)carbamate